C(C)(C)(C)OC(=O)N1CCC(CC1)C1=CC(=NC(=C1)N1CC(CC1)(F)F)Cl 4-(2-Chloro-6-(3,3-difluoropyrrolidin-1-yl)pyridin-4-yl)piperidine-1-carboxylic acid tert-butyl ester